3-(aminomethyl)-3-ethylpentane NCC(CC)(CC)CC